1,1-diethoxy-5-bromo-2-pentyne C(C)OC(C#CCCBr)OCC